3,4-dibromophenylacetylene BrC=1C=C(C=CC1Br)C#C